O=C1N(C=CC=C1C(=O)NC=1C=NC(=CC1)[C@@](C(F)(F)F)(C)O)C1=C(N=NC=C1)OCC(F)(F)F |r| rac-2-oxo-1-[3-(2,2,2-trifluoroethoxy)pyridazin-4-yl]-N-[6-(1,1,1-trifluoro-2-hydroxypropan-2-yl)pyridin-3-yl]-1,2-dihydropyridine-3-carboxamide